NC=1C(=C(C=C2C=C(N=CC12)NC1=CC=C2CCN3C(C2=C1)CCC3=O)C3=C(C1=C(OCCN1)N=C3)C)F 9-((8-amino-7-fluoro-6-(8-methyl-2,3-dihydro-1H-pyrido[2,3-b][1,4]oxazin-7-yl)isoquinolin-3-yl)amino)-1,5,6,10b-tetrahydropyrrolo[2,1-a]isoquinolin-3(2H)-one